C(CC1=CC=CC=C1)NC1=NC(=NC2=CC=CC=C12)N1CCCCC1 N-phenethyl-2-(piperidin-1-yl)quinazolin-4-amine